ClC=1C=C(C=CC1F)NC(=O)C1=C(N=CN1C)C1CC2CC(CC2C1)(C=1N(C=CN1)C)O N-(3-chloro-4-fluorophenyl)-4-(5-hydroxy-5-(1-methyl-1H-imidazol-2-yl)octahydropentalen-2-yl)-1-methyl-1H-imidazole-5-carboxamide